C(CCC)OC([C@@H]1CN(CCO1)C1=CC=C(C=C1)C1CCN(CC1)C=1C=CC(=C2C(=CNC12)C#N)F)OCCCC 7-(4-{4-[(2S)-2-(Dibutoxymethyl)morpholin-4-yl]phenyl}piperidin-1-yl)-4-fluoro-1H-indole-3-carbonitrile